C(C)N(C(=O)N[C@H](C(F)(F)F)CCC(F)(F)F)[C@H](C(F)(F)F)C1=NC=C(C(=C1)C1=CC2=C(NC=N2)C(=C1)OC)OC 1-ethyl-3-((S)-1,1,1,5,5,5-hexafluoropentan-2-yl)-1-((S)-2,2,2-trifluoro-1-(5-methoxy-4-(7-methoxy-1H-benzo[d]imidazol-5-yl)pyridin-2-yl)ethyl)urea